FC1=C2CNC(C2=CC=C1CO)=O 4-fluoro-5-(hydroxymethyl)-1-oxoisoindoline